ClC1=NC=C(C=O)C(=C1)NCC1=CC=C(C=C1)C=1N(C=C(N1)C(F)(F)F)C 6-chloro-4-((4-(1-methyl-4-(trifluoromethyl)-1H-imidazol-2-yl)benzyl)amino)nicotinaldehyde